C1(=CC=CC=C1)C(\C=C/C#CC1=CC=CC=C1)O (Z)-1,5-diphenylpent-2-en-4-yn-1-ol